2,4-di-tert-butylphenyl-3,5-di-tert-butyl-4-hydroxybenzoic acid C(C)(C)(C)C1=C(C=CC(=C1)C(C)(C)C)C1=C(C(=O)O)C=C(C(=C1C(C)(C)C)O)C(C)(C)C